C(C)(C=C)(CCC=C(C)C)C(C(=O)O)=CC1=CC=CC=C1.CC(C=C)(CCC=C(C)C)OC(\C=C\C1=CC=CC=C1)=O (E)-3-phenylprop-2-enoic acid 3,7-dimethyloct-1,6-dien-3-yl ester (linalyl cinnamate)